N1=NC=C(C=C1)C=1C=C(C2=C(NN=N2)C1)OCCOCCCCNCC=1C=C(C=C(C1)OC(F)(F)F)CC#N 2-(3-(((4-(2-((6-(pyridazin-4-yl)-1H-benzo[d][1,2,3]triazol-4-yl)oxy)ethoxy)butyl)amino)methyl)-5-(trifluoromethoxy)phenyl)acetonitrile